BrC1=CC=C2CC(C(C2=C1)=O)(C)C 6-bromo-2,3-dihydro-2,2-dimethyl-1H-inden-1-one